ClC1=C(C=C(C=C1)/C=C/C(=O)NNC(\C=C\C1=CC(=C(C=C1)Cl)F)=O)F (E)-3-(4-chloro-3-fluorophenyl)-N'-((E)-3-(4-chloro-3-fluorophenyl)acryloyl)acrylohydrazide